FC1=CC(=CC=2NC(=NC21)C=2C=NC=C(C2N2CC(C2)CN)C2=CC=C(C=C2)C)F 1-{1-[3-(4,6-difluoro-1H-1,3-benzodiazol-2-yl)-5-(4-methylphenyl)pyridin-4-yl]azetidin-3-yl}methanamine